N1,N6-diphenyl-N1,N6-bis(4-trimethylsilanyl-phenyl)-1H,8H-pyrene-1,6-diamine C1(=CC=CC=C1)N(C1C=CC2=CC=C3C(=CCC4=CC=C1C2=C34)N(C3=CC=C(C=C3)[Si](C)(C)C)C3=CC=CC=C3)C3=CC=C(C=C3)[Si](C)(C)C